2,6-dimethoxy-4-(2-methyl-1-oxo-1,2-dihydroisoquinolin-4-yl)benzaldehyde COC1=C(C=O)C(=CC(=C1)C1=CN(C(C2=CC=CC=C12)=O)C)OC